(R)-2-amino-2-oxo-1-phenylethyl-4-methylbenzenesulfonate NC([C@@H](C1=CC=CC=C1)OS(=O)(=O)C1=CC=C(C=C1)C)=O